1,3-BIS[TRIS(hydroxymethyl)methylamino]methyl-propane tert-butyl-(2-(2-fluorophenyl)-4-((2-(trifluoromethyl)benzyl)carbamoyl)thiazol-5-yl)carbamate C(C)(C)(C)N(C(O)=O)C1=C(N=C(S1)C1=C(C=CC=C1)F)C(NCC1=C(C=CC=C1)C(F)(F)F)=O.OCC(NCCCCCNC(CO)(CO)CO)(CO)CO